tert-butyl 4-(2-hydroxyethyl)-4-methyl-piperidine-1-carboxylate OCCC1(CCN(CC1)C(=O)OC(C)(C)C)C